N-(4-(2,5-difluorophenyl)-2-morpholinopyridin-3-yl)-2-fluoro-4-isopropylbenzamide FC1=C(C=C(C=C1)F)C1=C(C(=NC=C1)N1CCOCC1)NC(C1=C(C=C(C=C1)C(C)C)F)=O